COC(=O)C1=CC(=C(C=C1)C1=CC=C(C(=C1)C(NCCN(CC)CC)=O)OC)N amino-5'-((2-(diethylamino)ethyl)carbamoyl)-4'-methoxy-[1,1'-biphenyl]-4-carboxylic acid methyl ester